C(CC(CCC(=O)O)C(=O)O)C(=O)O 1,3,5-pentanetricarboxylic acid